trans-4-[(2r,4r)-4-{[1-(2,2-difluoro-2H-1,3-benzodioxol-5-yl)cyclopropane-1-carbonyl]amino}-7-methoxy-3,4-dihydro-2H-1-benzopyran-2-yl]cyclohexane-1-carboxylic acid FC1(OC2=C(O1)C=CC(=C2)C2(CC2)C(=O)N[C@@H]2C[C@@H](OC1=C2C=CC(=C1)OC)[C@@H]1CC[C@H](CC1)C(=O)O)F